C(=O)(OC(C)(C)C)N1CCN(CC1)CCN 1-boc-4-(2-aminoethyl)piperazine